N-(1-(2-(((1,1-dioxidotetrahydro-2H-thiopyran-4-yl)methyl)amino)quinolin-4-yl)ethyl)-2-methylbenzamide O=S1(CCC(CC1)CNC1=NC2=CC=CC=C2C(=C1)C(C)NC(C1=C(C=CC=C1)C)=O)=O